N'-butyl-N'-ethyl-propane-1,3-diamine C(CCC)N(CCCN)CC